N-(2-aminophenyl)-4-(3-((6-(5-fluoro-6-methoxypyridin-3-yl)-4-methylquinazolin-8-yl)oxy)propoxy)benzamide NC1=C(C=CC=C1)NC(C1=CC=C(C=C1)OCCCOC=1C=C(C=C2C(=NC=NC12)C)C=1C=NC(=C(C1)F)OC)=O